2-chloro-4-[(3-fluoro-5-methylphenyl)methyl]pyridine ClC1=NC=CC(=C1)CC1=CC(=CC(=C1)C)F